benzyl 5-hydroxy-3,3a,4,5,6,6a-hexahydro-1H-cyclopenta[c]pyrrole-2-carboxylate OC1CC2C(CN(C2)C(=O)OCC2=CC=CC=C2)C1